CCCCNC(=O)[C@H](CS)NC(=O)/C(=N\\OC)/C1=CSC(=N1)N The molecule is an amino acid amide that is a carboxamide obtained by formal condensation between N-butyl-L-cysteinamide and (2Z)-2-(2-amino-1,3-thiazol-4-yl)-2-(methoxyimino)acetic acid. It is a member of 1,3-thiazoles, an oxime O-ether, an amino acid amide and a L-cysteine derivative.